methyl 2-chloro-4-(2-chlorooxazol-5-yl)benzoate ClC1=C(C(=O)OC)C=CC(=C1)C1=CN=C(O1)Cl